N1(CCOCC1)CCOC1=CC2=C(N(C=N2)C2=CC=C(C=C2)NC(=O)N2N=C(C=C2N)C(C)(C)C)C=C1 5-amino-3-tert-butyl-pyrazole-1-carboxylic acid {4-[5-(2-morpholin-4-yl-ethoxy)-benzimidazol-1-yl]-phenyl}-amide